NC1=C2C(=NC=N1)N(N=C2C2=CC=C(C=C2)OC2=CC=CC=C2)C2CCN(CC2)CC2=C1CN(C(C1=CC=C2)=O)C2C(NC(CC2)=O)=O 3-(4-((4-(4-amino-3-(4-phenoxyphenyl)-1H-pyrazolo[3,4-d]pyrimidin-1-yl)piperidin-1-yl)methyl)-1-oxoisoindoline-2-yl)piperidine-2,6-dione